C(#N)C1=C(C(=CC=C1)N1CCN(CC1)C(C)C)NC(=O)N1CC(C1)(C)C1=NOC(=N1)[C@H]1[C@H](C1)F N-[2-cyano-6-(4-isopropylpiperazin-1-yl)phenyl]-3-{5-[(1S,2S)-2-fluorocyclopropyl]-1,2,4-oxadiazol-3-yl}-3-methylazetidine-1-carboxamide